C[Si](CCOCN1N=CC(=C1)C(C)=O)(C)C 1-(1-((2-(trimethylsilyl)ethoxy)methyl)-1H-pyrazol-4-yl)ethan-1-one